Uridine 5'-triphosphate trisodium salt [Na+].[Na+].[Na+].P([O-])(=O)(OP(=O)([O-])OP(=O)([O-])O)OC[C@@H]1[C@H]([C@H]([C@@H](O1)N1C(=O)NC(=O)C=C1)O)O